1'-((8-bromo-2-methyl-3-oxo-3,4-dihydroquinoxalin-6-yl)methyl)-N-methyl-1',2',3',6'-tetrahydro-[3,4'-bipyridine]-6-carboxamide BrC=1C=C(C=C2NC(C(=NC12)C)=O)CN1CCC(=CC1)C=1C=NC(=CC1)C(=O)NC